3-benzothiazolyl-2-mercapto-propyl-sodium S1C(=NC2=C1C=CC=C2)CC(C[Na])S